NC1=C(S(=O)(=O)[O-])C=CC(=C1)N.[Na+] sodium 2-aminosulphanilate